C[Si](C(C)C=1C(=C(C(=C(C1)[SiH](C)C)CC[SiH2]CNCCC[Si](OCC)(OCC)OCC)[SiH](C)C)N(CC)CC)(OC)OC 1-methyldimethoxysilylethyldimethylsilyl-4-(diethylamino)(triethoxysilylpropylamino)methylsilylethyldimethylsilylbenzene